C(C)(C)(C)OC=1C=NC(=NC1)C=1C=C(SC1CO)C(=O)NC1=CC(=CC(=C1)S(=O)(=O)C)Cl 4-(5-(tert-butoxy)pyrimidin-2-yl)-N-(3-chloro-5-(methylsulfonyl)phenyl)-5-(hydroxymethyl)thiophene-2-carboxamide